2-((1R,6R)-6-aminocyclohex-3-en-1-yl)-3-bromo-5-chloro-N-(cyclopent-1-en-1-ylmethyl)thieno[3,2-b]pyridin-7-amine N[C@@H]1CC=CC[C@H]1C1=C(C2=NC(=CC(=C2S1)NCC1=CCCC1)Cl)Br